N1=C(C=CC=C1)C=1C=C(C=CC1)N1C2=CC=CC=C2C=2C=CC(=CC12)N 9-(3-(pyridin-2-yl)phenyl)-9H-carbazol-2-amine